ClC=1C=C2C(=NC1)[C@]1([C@@](O2)([C@@H]([C@H]([C@H]1O)C=O)C1=CC=CC=C1)C1=CC=C(C#N)C=C1)O |r| rac-4-((5aR,6S,7R,8R,8aS)-3-chloro-7-formyl-8,8a-dihydroxy-6-phenyl-6,7,8,8a-tetrahydro-5aH-cyclopenta[4,5]furo[3,2-b]pyridin-5a-yl)benzonitrile